5-bromo-1-(difluoromethyl)-2-methyl-1H-benzo[d]imidazole BrC1=CC2=C(N(C(=N2)C)C(F)F)C=C1